ClC=1C=C(C=C(C1)Cl)C1=NC(=CC(=C1)CN1CC[C@H]2C([C@H]2CC1)C(=O)O)OC=1C=NC(=NC1)N1CCN(CCC1)C (1R,7S,8r)-4-((2-(3,5-dichlorophenyl)-6-((2-(4-methyl-1,4-diazepan-1-yl)pyrimidin-5-yl)oxy)pyridin-4-yl)methyl)-4-azabicyclo[5.1.0]octane-8-carboxylic acid